COC=1C=C(C=CC1)C1=CC(=CN1CCCCC)C(=O)C1=CC=CC2=CC=CC=C12 (5-(3-methoxyphenyl)-1-pentyl-1H-pyrrol-3-yl)(naphthalen-1-yl)methanone